C1(CC1)C1=C(C(=NO1)C1=C(C=CC=C1Cl)Cl)CO[C@@H]1[C@H]2CN([C@@H](C1)C2)C2=CC=C(C(=O)O)C=C2 4-((1R,4R,5S)-5-((5-cyclopropyl-3-(2,6-dichlorophenyl)isoxazol-4-yl)methoxy)-2-azabicyclo[2.2.1]heptan-2-yl)benzoic acid